COC1(CCC1)CNCC=1C=CC=2N(C1)C=C(N2)CN2N=NC(=C2)C2=C1C=NNC1=CC(=C2)OC N-[(1-methoxycyclobutyl)methyl]-1-[2-[[4-(6-methoxy-1H-indazol-4-yl)triazol-1-yl]methyl]imidazo[1,2-a]pyridin-6-yl]methanamine